tert-butyl (3S)-3-(4-((2,6-dioxopiperidin-3-yl)oxy)benzyl)morpholine-4-carboxylate O=C1NC(CCC1OC1=CC=C(C[C@@H]2N(CCOC2)C(=O)OC(C)(C)C)C=C1)=O